FC=1C=2N(C=CC1)N=C(C2)C2N(CCC1=C2N=CN1C1OCCCC1)C1=NC=CN=C1 4-(4-fluoropyrazolo[1,5-a]pyridin-2-yl)-5-pyrazin-2-yl-1-tetrahydropyran-2-yl-6,7-dihydro-4H-imidazo[4,5-c]pyridine